C(C=C)OC(=O)N[C@@H](CCCCNC(OCC=C)=O)C(=O)NC=1C=CC2=C(COP(O2)(=O)Cl)C1 allyl N-[(5S)-5-(allyloxycarbonylamino)-6-[(2-chloro-2-oxo-4H-1,3,2-benzodioxaphosphinin-6-yl)amino]-6-oxo-hexyl]carbamate